ClC1=CC=C(C=C1)/C=C/C(=O)C1=C(C=CC=C1)C(C(=O)O)(C)O 2-[2-[(E)-3-(4-Chlorophenyl)prop-2-enoyl]phenyl]-2-hydroxypropanoic acid